IC=1N=NN2C1CNC(C2)C 3-iodo-6-methyl-4,5,6,7-tetrahydro-[1,2,3]triazolo[1,5-a]pyrazine